N1(CCCC1)CCC=1NC2=CC=CC=C2C1 2-(2-pyrrolidin-1-ylethyl)-1H-indole